N1=CNC2=NC=CC(=C21)C=2C=NN(C2)C2=CC=C(C=N2)C(CCN(C)C2CC2)C(F)(F)F (3-(6-(4-(3H-imidazo[4,5-b]pyridin-7-yl)-1H-pyrazol-1-yl)pyridin-3-yl)-4,4,4-trifluorobutyl)-N-methylcyclopropylamine